carboxyaminosilane C(=O)(O)N[SiH3]